FC(C=1C(N(N=CC1CCCI)C1OCCCC1)=O)F 4-(difluoromethyl)-5-(3-iodopropyl)-2-(tetrahydro-2H-pyran-2-yl)pyridazin-3(2H)-one